FC(CC)(F)[C@H]1CCC=2N1N=C(N2)C(=O)N[C@@H]2C(NC1=C(CC2)C=C(C=C1F)F)=O (5R)-5-(1,1-difluoropropyl)-N-[(3S)-7,9-difluoro-2-oxo-1,3,4,5-tetrahydro-1-benzazepine-3-yl]-6,7-dihydro-5H-pyrrolo[1,2-b][1,2,4]Triazole-2-carboxamide